Cl.ClC=1C=CC(=C(C1)C1=CC(=C(N1C)C)C(=O)N(C1=CC=CC=C1)C1=CC=C(C=C1)O)C(=O)N1CC2=CC=CC=C2C[C@H]1CN1CCOCC1 5-(5-Chloro-2-{[(3S)-3-(morpholin-4-ylmethyl)-3,4-dihydroisoquinolin-2(1H)-yl]carbonyl}phenyl)-N-(4-hydroxyphenyl)-1,2-dimethyl-N-phenyl-1H-pyrrole-3-carboxamide hydrochloride